CS(=O)(=O)CCNCC1=NC=C(C=C1)C#CC1=CC=C(C=C1)C1=CC(=NO1)CN1C(=NC=C1)[C@H](C)OC1OCCCC1 2-(methylsulfonyl)-N-((5-((4-(3-((2-((1S)-1-((tetrahydro-2H-pyran-2-yl)oxy)ethyl)-1H-imidazol-1-yl)methyl)isoxazol-5-yl)phenyl)ethynyl)pyridin-2-yl)methyl)ethan-1-amine